(S)-6-(5-(((2-((6-fluoro-2,4-dimethyl-3-oxo-3,4-dihydroquinoxalin-5-yl)oxy)ethyl)amino)methyl)-2-oxooxazolidin-3-yl)-2H-pyrazino[2,3-b][1,4]oxazin-3(4H)-one FC=1C(=C2N(C(C(=NC2=CC1)C)=O)C)OCCNC[C@H]1CN(C(O1)=O)C1=NC2=C(OCC(N2)=O)N=C1